2-(7-chloro-1H-indole-2-carbonyl)-2-azaspiro[4.5]decane-3-carboxylic acid ClC=1C=CC=C2C=C(NC12)C(=O)N1CC2(CC1C(=O)O)CCCCC2